4-bromo-1H-pyrrolo[2,3-c]Pyridine-7-carboxylic acid methyl ester COC(=O)C=1N=CC(=C2C1NC=C2)Br